((3R,4R)-4-fluoro-1-methylpiperidin-3-yl)-4-(5-(5-fluoro-2-methoxypyridin-4-yl)-1H-pyrazole-3-carbonyl)-4-azaspiro[2.5]octane-7-carboxamide F[C@H]1[C@@H](CN(CC1)C)C1CC12N(CCC(C2)C(=O)N)C(=O)C2=NNC(=C2)C2=CC(=NC=C2F)OC